C(C)C1=CSC(=C1)C1=NC=NC(=C1)NCCN1C(=CC2=C(C=CC=C12)OC)C 3-Ethyl-5-{6-[2-(4-methoxy-2-methyl-indol-1-yl)-ethylamino]-pyrimidin-4-yl}-thiophen